laurylarginine ethyl ester C(C)OC([C@@H](NCCCCCCCCCCCC)CCCNC(N)=N)=O